FC1=CC=C(CN2C3(CN(C3)C3=CN=NC=C3)C(NCC2=O)=O)C=C1 5-(4-fluorobenzyl)-2-(pyridazin-4-yl)-2,5,8-triazaspiro[3.5]nonane-6,9-dione